FC1=C(C(=O)N([C@H]2CNCCC2)C=2N=CC3=CC=CC=C3C2)C=CC(=C1)C1=CC=NC=C1 (R)-2-fluoro-N-(isoquinolin-3-yl)-N-(piperidin-3-yl)-4-(pyridin-4-yl)benzamide